3-(5-(4-(2-((3r,5r,7r)-adamantan-1-yl)ethyl)-2,2-dimethylpiperazin-1-yl)-2-methyl-4-oxoquinazolin-3(4H)-yl)piperidine-2,6-dione C12(CC3CC(CC(C1)C3)C2)CCN2CC(N(CC2)C2=C3C(N(C(=NC3=CC=C2)C)C2C(NC(CC2)=O)=O)=O)(C)C